Benzyl (4S)-4-[(2S)-3-(benzyloxy)-2-{[(tert-butoxy)carbonyl]amino}propanamido]-2,2-dimethyl-3-oxopentanoate C(C1=CC=CC=C1)OC[C@@H](C(=O)N[C@H](C(C(C(=O)OCC1=CC=CC=C1)(C)C)=O)C)NC(=O)OC(C)(C)C